C(C)(C)(C1=CC=CC=C1)C1=C(C=CC(=C1)C(C)(C)C1=CC=CC=C1)O 2,4-di-cumylphenol